N1(CCCC1)CCNC(=O)C1=CC(=NC2=CC=C(C=C12)F)C1=CC=C(C=C1)CN1CCOCC1 6-fluoro-2-(4-morpholin-4-ylmethyl-phenyl)-quinoline-4-carboxylic acid (2-pyrrolidin-1-yl-ethyl)amide